2-(2-(methylamino)-6-(2,2,2-trifluoroethyl)quinazolin-4-yl)-2,7-diazaspiro[3.5]nonan CNC1=NC2=CC=C(C=C2C(=N1)N1CC2(C1)CCNCC2)CC(F)(F)F